FC1=CC=C(OC2=CC=C(C(=O)NCC(=O)N3[C@@H](C[C@H](C3)C3=C(C=CC=C3)C)C(=O)OC)C=C2)C=C1 methyl (2S,4S)-1-((4-(4-fluorophenoxy)benzoyl)glycyl)-4-(o-tolyl)pyrrolidine-2-carboxylate